C(C)(C)(C)OC(=O)N1C(CNCC1)C(NCC1C(NCC1)=O)=O ((2-oxopyrrolidin-3-yl)methyl)carbamoylpiperazine-1-carboxylic acid tert-butyl ester